CC1=C(C(C2=C(N1)COC2=O)C2=C(C=CC=C2)[N+](=O)[O-])C(=O)OC methyl 2-methyl-4-(2-nitrophenyl)-5-oxo-1,4,5,7-tetrahydrofuro[3,4-b]pyridine-3-carboxylate